Tetrahexylammonium p-toluenesulfonate salt CC1=CC=C(C=C1)S(=O)(=O)[O-].C(CCCCC)[N+](CCCCCC)(CCCCCC)CCCCCC